(4-chloro-naphthalene-2-yl)-methanol ClC1=CC(=CC2=CC=CC=C12)CO